ClC1=C(C(=O)N[C@@H](CCOCCCCC2=NC=3NCCCC3C=C2)C(=O)O)C(=CC=C1)Cl N-(2,6-dichlorobenzoyl)-O-(4-(5,6,7,8-tetrahydro-1,8-naphthyridin-2-yl)butyl)-L-homoserine